COC1(C(CCCC1)=O)OC 2,2-Dimethoxycyclohexan-1-one